4,7-dihydroxy-1,3-diiminoisoindoline OC1=C2C(NC(C2=C(C=C1)O)=N)=N